ClC1=C(C=CC(=C1)OC1=CC=C(C=C1)Cl)[C@@](C(=O)OC)(CN1N=CN=C1)O methyl (S)-2-[2-chloro-4-(4-chlorophenoxy)phenyl]-2-hydroxy-3-(1,2,4-triazol-1-yl)propanoate